N1=C(C=CC=C1)[C@@H](C)NC(=O)[C@@H]1CN(CC[C@H]1NC(=O)C1=NOC(=C1)C1=C(C=C(C=C1)F)F)[C@@H]1[C@@H](CCCC1)O (3R,4R)-4-{[5-(2,4-difluoro-phenyl)-isoxazole-3-carbonyl]-amino}-1-((1S,2R)-2-hydroxy-cyclohexyl)-piperidine-3-carboxylic acid ((1R)-1-pyridin-2-yl-ethyl)-amide